CC(C)(C)OCCOCCOCCC 2-methyl-2-[2-(2-propoxyethoxy)ethoxy]propane